C(=C)C=1C=C(C=CC1OC(C)C)O 3-Ethenyl-4-(1-methylethoxy)phenol